carbamic acid (S)-2-(3-chlorophenyl)-2,2-difluoro-1-phenylethyl ester ClC=1C=C(C=CC1)C([C@H](C1=CC=CC=C1)OC(N)=O)(F)F